[6,7-dichloro-5-(2,6-difluorophenyl)-3-methyl-2-oxo-3H-1-benzazepine-1-Yl]urea ClC1=C(C=CC2=C1C(=CC(C(N2NC(=O)N)=O)C)C2=C(C=CC=C2F)F)Cl